2-ethoxyethyl 3,3-diethylbutyrate C(C)C(CC(=O)OCCOCC)(C)CC